(S)-4-(((S)-2-fluoro-3-methoxypropyl)(4-(5,6,7,8-tetrahydro-1,8-naphthyridin-2-yl)butyl)amino)-2-(1-methyl-1H-indazole-4-carboxamido)butanoic acid F[C@@H](CN(CC[C@@H](C(=O)O)NC(=O)C=1C=2C=NN(C2C=CC1)C)CCCCC1=NC=2NCCCC2C=C1)COC